N-(cyclopropylmethyl)-N-[1-[3-[4-(3-pyridyl)triazol-1-yl]pyrazin-2-yl]ethyl]-3,5-bis(trifluoromethyl)benzamide C1(CC1)CN(C(C1=CC(=CC(=C1)C(F)(F)F)C(F)(F)F)=O)C(C)C1=NC=CN=C1N1N=NC(=C1)C=1C=NC=CC1